3-((1R,3R)-1-(2,6-difluoro-4-((1-(3-fluoropropyl)azetidin-3-yl)amino)phenyl)-3-methyl-7-(1H-pyrazol-4-yl)-1,3,4,9-tetrahydro-2H-pyrido[3,4-b]indol-2-yl)-2,2-difluoropropan-1-ol FC1=C(C(=CC(=C1)NC1CN(C1)CCCF)F)[C@H]1N([C@@H](CC2=C1NC1=CC(=CC=C21)C=2C=NNC2)C)CC(CO)(F)F